CC(C=O)CC(CCCC)C 2,4-dimethyloctanal